C1(CCCC1)C1=NOC2=C1N=C(N=C2N2CCOCC2)C=2C=C(C=CC2)O 3-(3-cyclopentyl-7-morpholinoisoxazolo[4,5-d]pyrimidin-5-yl)phenol